Ethyl (S)-2-(3-(5-bromo-2,4-dimethyl-3,6-dioxocyclohexa-1,4-dien-1-yl)-3-methylbutanamido)-6-diazo-5-oxohexanoate BrC1=C(C(C(=C(C1=O)C(CC(=O)N[C@H](C(=O)OCC)CCC(C=[N+]=[N-])=O)(C)C)C)=O)C